(Z)-4-((2-azido)Propyl)-N-(3-bromo-4-fluorophenyl)-N'-hydroxy-1,2,5-oxadiazole-3-carboxamidine N(=[N+]=[N-])C(CC=1C(=NON1)/C(=N/O)/NC1=CC(=C(C=C1)F)Br)C